COCCN1C(=NC2=C1C=C(C=C2)C=2C=C(C(N(C2)C)=O)C)C2CCOCC2 5-[3-(2-methoxyethyl)-2-tetrahydropyran-4-yl-benzimidazol-5-yl]-1,3-dimethylpyridin-2-one